C=CCCC(C1=C(C=C(C(=C1)C(C)(C)C)O)C)C1=C(C=C(C(=C1)C(C)(C)C)O)C 4-methylenebis[5-tert-butyl-4-hydroxy-2-methylphenyl]butane